C(C)(C)(C)OC(=O)NN[C@@H](C)C1=C(C(=C(C(=C1)Cl)F)[C@@H]1CNC(C1)=O)OCC tert-butyl-2-((S)-1-(5-chloro-2-ethoxy-4-fluoro-3-((R)-5-oxopyrrolidin-3-yl)phenyl)ethyl)hydrazinecarboxylate